1,12-dodecenedioic acid C(C=CCCCCCCCCC(=O)O)(=O)O